4-Hydroxy-5-methoxy-2-(p-tolylthio)isophthalonitrile OC1=C(C(=C(C#N)C=C1OC)SC1=CC=C(C=C1)C)C#N